1,2-dimyristoyl-sn-glycero-3-phosphoserine sodium salt [Na+].C(CCCCCCCCCCCCC)(=O)OC[C@@H](OC(CCCCCCCCCCCCC)=O)COP(=O)(O)OC[C@H](N)C(=O)[O-]